Cl.O1C[C@@H](NCCC1)CC#N (S)-2-(1,4-Oxazepan-3-yl)acetonitrile hydrochloride